C1(CC1)C1=NOC=C1C(=O)N[C@H](C(NC1=CC2=C(C=N1)C1(CCOCC1)C(N2)=O)=O)C2CCC(CC2)C 3-cyclopropyl-N-{(1S)-1-(4-methylcyclohexyl)-2-oxo-2-[(2-oxospiro[1H-pyrrolo[3,2-c]-pyridin-3,4'-tetrahydropyran]-6-yl)amino]ethyl}isoxazole-4-carboxamide